[Br-].C(CCC)C1=C(C=CC=C1)P(C1=CC=CC=C1)C1=CC=CC=C1 (1-butyl)triphenylphosphine bromide